(E)-2-(2-amino-3-phenylpropanamido)ethyl (4-(3,5-dimethoxystyryl)phenyl) carbonate Hydrochloride Cl.C(OCCNC(C(CC1=CC=CC=C1)N)=O)(OC1=CC=C(C=C1)C=CC1=CC(=CC(=C1)OC)OC)=O